C1=CC(=C(C(=C1[N+](=O)[O-])F)Cl)F 2,4-difluoro-3-chloronitrobenzene